(2S,3R,4R,5S,6R)-2-[4-chloro-3-[(4-ethoxyphenyl)methyl]phenyl]-6-methylsulfanyl-tetrahydropyran-3,4,5-triol ClC1=C(C=C(C=C1)[C@@H]1O[C@@H]([C@H]([C@@H]([C@H]1O)O)O)SC)CC1=CC=C(C=C1)OCC